2-(4-(((3,5-dimethylphenyl)amino)methyl)phenyl)-1H-benzimidazole-4-carboxamide CC=1C=C(C=C(C1)C)NCC1=CC=C(C=C1)C1=NC2=C(N1)C=CC=C2C(=O)N